2-[6-(1-azidoethyl)pyridin-3-yl]-5-(difluoromethyl)-1,3,4-oxadiazole N(=[N+]=[N-])C(C)C1=CC=C(C=N1)C=1OC(=NN1)C(F)F